6,7,8-trihydroxy-3H-oxazolo[3,4-a]pyridin-3-one OC=1C(=C(C=2N(C1)C(OC2)=O)O)O